C1N=CC=CO1 6,2-oxazin